FC(C(=O)O)(F)F.COC(=O)/C=C/C(=O)OCOC(=O)C[C@@H](C(=O)O)N 3-({[(2E)-3-(methoxycarbonyl)prop-2-enoyloxy]methyl}oxycarbonyl)(2S)-2-aminopropanoic acid, 2,2,2-trifluoroacetic acid salt